C(C)(CC)N1N=CC=2N=C(N=C(C21)N[C@@H](C=2C=NC1=CC=CC=C1C2)C2CC2)Cl (1-sec-butyl-5-chloro-1H-pyrazolo[4,3-d]pyrimidin-7-yl)-((R)-cyclopropyl-quinolin-3-ylmethyl)-amine